4-bromo-5-cyclopropyl-6-(methoxymethyl)-1-(tetrahydro-2H-pyran-2-yl)-1H-indazole BrC1=C2C=NN(C2=CC(=C1C1CC1)COC)C1OCCCC1